[[(α,α-dimethyl-3,5-dimethoxybenzyl)oxy]carbonyl]hexylamine CC(C1=CC(=CC(=C1)OC)OC)(C)OC(=O)CCCCCCN